1-(7-(3,4-dimethoxyphenyl)pyrazolo[1,5-a]pyrimidine-2-carbonyl)-1,2,3,4-tetrahydroquinoline-6-carboxylic acid COC=1C=C(C=CC1OC)C1=CC=NC=2N1N=C(C2)C(=O)N2CCCC1=CC(=CC=C21)C(=O)O